2-(7-((2S,5R)-4-(1-(4-chloro-2-(trifluoromethyl)phenyl)ethyl)-2,5-dimethylpiperazin-1-yl)-4-methyl-5-oxo-4,5-dihydro-2H-pyrazolo[4,3-b]pyridin-2-yl)acetonitrile ClC1=CC(=C(C=C1)C(C)N1C[C@@H](N(C[C@H]1C)C=1C=2C(N(C(C1)=O)C)=CN(N2)CC#N)C)C(F)(F)F